FC(C(=O)O)(F)F.C12C=C(CC(CC1)N2)C2=NC(=NC=C2)NC=2C=NN(C2)C 4-(8-azabicyclo[3.2.1]oct-2-en-3-yl)-N-(1-methyl-1H-pyrazol-4-yl)pyrimidin-2-amine trifluoroacetate